The molecule is an aromatic ketone that is phenyl 1H-pyrazol-4-yl ketone in which the pyrazolyl group is substituted at positions 1 and 5 by methyl and hydroxy groups, respectively, and in which the phenyl group is substituted at positions 2, 3, and 4 by methyl, 4,5-dihydro-1,2-oxazol-3-yl, and methylsulfonyl groups, respectively. A potent inhibitor of 4-hydroxyphenylpyruvate dioxygenase (HPPD) that is rapily metabolised by corn to non-active substances, it is used as a herbicide for the treatment of broadleaf weeds. It has a role as a herbicide, an agrochemical, an EC 1.13.11.27 (4-hydroxyphenylpyruvate dioxygenase) inhibitor and a carotenoid biosynthesis inhibitor. It is a sulfone, a member of isoxazoles, an aromatic ketone and a pyrazolone. CC1=C(C=CC(=C1C2=NOCC2)S(=O)(=O)C)C(=O)C3=CNN(C3=O)C